7,8-difluoro-3,4-dihydro-1H-2-benzopyran-4-ol FC1=C(C2=C(C(COC2)O)C=C1)F